C(C)(=O)C1=C2C=C(N(C(C2=CC(=C1)C)=O)C)N1CCC(CC1)(C)C 5-acetyl-3-(4,4-dimethylpiperidin-1-yl)-2,7-dimethylisoquinolin-1-one